cyclohexane-2,4-dione C1C(CC(CC1)=O)=O